C(C)(C)(C)OC(=O)NCC1=CC(=C(C=C1)C1=CC=C(C=C1)Cl)[C@H](C1CCN(CC1)C1=CC=C(C(=O)OC)C=C1)O methyl (S)-4-(4-((4-(((tert-butoxycarbonyl)amino)methyl)-4'-chloro-[1,1'-biphenyl]-2-yl)(hydroxy)methyl)piperidin-1-yl)benzoate